FC1=C(C(=O)OC)C=CC(=C1)B1OC(C(O1)(C)C)(C)C.CO[Si](CCCNCCN)(OC)OC N-(3-(trimethoxysilyl) propyl) ethylenediamine methyl 2-fluoro-4-(4,4,5,5-tetramethyl-1,3,2-dioxaborolan-2-yl)benzoate